C(C)(C)(C)C=1C=C(C(=C(C1)C1=CC=CC=C1)NC1=CC(=C(C(=C1[2H])C1=CC2=C(OC3=C2C=CC=C3)C=C1)[2H])NC1=C(C=C(C=C1C1=CC=CC=C1)C(C)(C)C)C1=CC=CC=C1)C1=CC=CC=C1 N1,N3-bis(5'-(tert-butyl)-[1,1':3',1''-terphenyl]-2'-yl)-5-(dibenzo[b,d]furan-2-yl)benzene-4,6-d2-1,3-diamine